ClC1=C(C=CC(=C1)C(F)(F)F)NC(CN1C=2C(C(C(=C1CC)N1CCN(CC1)C1=NC=CC=C1O)=O)=CN(N2)C2=CC=CC=C2)=O N-(2-chloro-4-(trifluoromethyl)phenyl)-2-(6-ethyl-5-(4-(3-hydroxypyridyl)piperazin-1-yl)-4-oxo-2-phenyl-2,4-dihydro-7H-pyrazolo[3,4-b]pyridin-7-yl)acetamide